[N+](=O)([O-])C1=CC=C(C(=O)OC[C@]2(OC2)C)C=C1 (S)-(2-methyloxiran-2-yl)methyl 4-nitrobenzoate